9,10-bis(t-butoxycarbonyltetradecyloxy)anthracene C(C)(C)(C)OC(=O)CCCCCCCCCCCCCCOC=1C2=CC=CC=C2C(=C2C=CC=CC12)OCCCCCCCCCCCCCCC(=O)OC(C)(C)C